(2-ethyl-5-methoxy-1-methyl-1H-pyrrolo[2,3-c]pyridin-3-yl)(4-hydroxyphenyl)methanone C(C)C1=C(C=2C(=CN=C(C2)OC)N1C)C(=O)C1=CC=C(C=C1)O